BrC=1C(=C2C(=NC1)NC(=N2)C2=CC=C(C=C2)N2CCN(CC2)CC=2OC=CC2)NC2CCN(CC2)C(C)C 6-Bromo-2-{4-[4-(furan-2-ylmethyl)piperazin-1-yl]phenyl}-N-[1-(1-methylethyl)piperidin-4-yl]-3H-imidazo[4,5-b]pyridin-7-amine